C(C1=CC=CC=C1)(=O)N1CC(C1)CN1C(=NC2=C1C(=CC(=C2)C(=O)N2C[C@@H](C[C@H](C2)F)N)OC)C=2N(C1=CC=CC=C1C2)CC2CC2 (3R,5R)-1-{1-[(1-benzoylazetidin-3-yl)methyl]-2-[1-(cyclopropylmethyl)-1H-indol-2-yl]-7-methoxy-1H-1,3-benzodiazole-5-carbonyl}-5-fluoropiperidin-3-amine